3-allyl-benzyl-propionyl chloride C(C=C)C=1C=C(CCCC(=O)Cl)C=CC1